Azidoisobutyryl Chloride N(=[N+]=[N-])C(C(=O)Cl)(C)C